3-(5-(1-(2-fluoro-1-phenylethyl)piperidin-4-yl)-1-oxoisoindolin-2-yl)piperidine-2,6-dione FCC(C1=CC=CC=C1)N1CCC(CC1)C=1C=C2CN(C(C2=CC1)=O)C1C(NC(CC1)=O)=O